FS(=O)(=O)OC1=CC=C(C=C1)N1C(NC(CC1)=O)=O 1-(4-fluorosulfonyloxyphenyl)-2,4-dioxo-hexahydropyrimidine